1-(2,2-difluoroethyl)-5-fluoro-1H-1,3-benzodiazol FC(CN1C=NC2=C1C=CC(=C2)F)F